CN(C=1N=C(N=NC1C1=C(C=C(C=C1)C#C)O)N[C@H]1CNCCC1)C (R)-2-(5-(dimethylamino)-3-(piperidin-3-ylamino)-1,2,4-triazin-6-yl)-5-ethynyl-phenol